4-{1-[(4Z)-4-[(6-chloro-1H-indol-3-yl)methylene]-2,5-dioxoimidazolidin-1-yl]-2-hydroxyethyl}benzonitrile ClC1=CC=C2C(=CNC2=C1)\C=C\1/NC(N(C1=O)C(CO)C1=CC=C(C#N)C=C1)=O